4-(prop-2-yn-1-yl)phenol C(C#C)C1=CC=C(C=C1)O